C(C)(C)(C)OC(=O)N1[C@@H]([C@H]([C@H](C1)C)C)C(=O)O |o1:8,9,10| rel-(2S,3S,4R)-1-(tert-butoxycarbonyl)-3,4-dimethylpyrrolidine-2-carboxylic acid